N[C@H](C(=O)NC1CCN(CC1)CC(C)C)CC1=CC(=C(C=C1)OC1=C2C(=NC=C1)NC=C2C)F (S)-2-amino-3-(3-fluoro-4-((3-methyl-1H-pyrrolo[2,3-b]pyridin-4-yl)oxy)phenyl)-N-(1-isobutylpiperidin-4-yl)propionamide